bis(diphenylfluorenyl)amine C1(=CC=CC=C1)C=1C(=C(C=2CC3=CC=CC=C3C2C1)NC1=C(C(=CC=2C3=CC=CC=C3CC12)C1=CC=CC=C1)C1=CC=CC=C1)C1=CC=CC=C1